3-((6-Morpholino-1-oxoisoquinolin-2(1H)-yl)methyl)-N-(tetrahydro-2H-pyran-4-yl)benzamide O1CCN(CC1)C=1C=C2C=CN(C(C2=CC1)=O)CC=1C=C(C(=O)NC2CCOCC2)C=CC1